Cl.Cl.NC=1C(=CC(=C(C1)C=1C(N(C2=CC(=NC=C2C1)NC)CC)=NC)Br)F 3-(5-amino-2-bromo-4-fluorophenyl)-1-ethyl-N-methyl-2-(methylimino)-1,2-dihydro-1,6-naphthyridin-7-amine dihydrochloride